N=1N(N=CC1)C1=C(C=C(C=N1)NC(=O)C1=C(C=C(C=C1)C=1C(=CC=CC1)C(=O)N)C)C(F)(F)F N4'-(6-(2H-1,2,3-triazol-2-yl)-5-(trifluoromethyl)pyridin-3-yl)-3'-methyl-[1,1'-Biphenyl]-2,4'-dicarboxamide